ClC1=C2C(=CC(=CC2=CC=C1F)O[Si](C(C)C)(C(C)C)C(C)C)[Sn](C)(C)C ((5-chloro-6-fluoro-4-(trimethylstannanyl)naphthalen-2-yl)oxy)triisopropylsilane